C(C1=CC=CC=C1)OC([C@H](C(C1=CC=CC=C1)C1=CC=CC=C1)NC(=O)[C@H]1N(CCC1)C([C@H](C1CCCCC1)NC(=O)OC(C)(C)C)=O)=O (S)-2-((S)-1-((S)-2-((tert-butoxycarbonyl)amino)-2-cyclohexylacetyl)pyrrolidine-2-carboxamido)-3,3-diphenylpropionic acid benzyl ester